methyl (2S)-5-(3-butoxyphenyl)-2-(1,4,7,10-tetraazacyclododecan-1-yl)pentanoate C(CCC)OC=1C=C(C=CC1)CCC[C@@H](C(=O)OC)N1CCNCCNCCNCC1